OC1=CC=C(C=C1)OC(C(O)C)=O D-4-hydroxyphenyllactate